2,2-dimethyl-2,3-dihydropyrazolo[5,1-b]Oxazole CC1(CN2C(O1)=CC=N2)C